4-[[(2S,3S,4S,5R)-3-(2-Ethyl-3,4-difluoro-phenyl)-4,5-dimethyl-5-(trifluoromethyl)tetrahydrofuran-2-carbonyl]amino]pyridin-2-carboxamid C(C)C1=C(C=CC(=C1F)F)[C@H]1[C@H](O[C@]([C@H]1C)(C(F)(F)F)C)C(=O)NC1=CC(=NC=C1)C(=O)N